(+)-muconolactone C1=CC(=O)O[C@H]1CC(=O)O